3-(4-(5-((5-((4-(acetamidomethyl)piperidin-1-yl)methyl)-3',5'-dichloro-[1,1'-biphenyl]-3-yl)oxy)pyrimidin-2-yl)piperazin-1-yl)propanoic acid C(C)(=O)NCC1CCN(CC1)CC=1C=C(C=C(C1)C1=CC(=CC(=C1)Cl)Cl)OC=1C=NC(=NC1)N1CCN(CC1)CCC(=O)O